4-(1,3-dioxane-2-yl)-N'-hydroxy-1-naphthamidine O1C(OCCC1)C1=CC=C(C2=CC=CC=C12)C(=NO)N